C(C)(C)C1=C(NC2=CC=C(C=C12)OCC1CCN(CC1)CCC)C=1C(=C(C=2N(C1)C=NN2)C)C 6-(3-isopropyl-5-((1-propylpiperidin-4-yl)methoxy)-1H-indol-2-yl)-7,8-dimethyl-[1,2,4]triazolo[4,3-a]pyridine